C(#N)C=1C=C(C=CC1)C1=CC(=C(C=N1)CNC(C=C)=O)C1=NN(C=C1)C(F)F N-((6-(3-cyanophenyl)-4-(1-(difluoromethyl)-1H-pyrazol-3-yl)pyridin-3-yl)methyl)acrylamide